phenylcycloundecane-8-ene C1(=CC=CC=C1)C1CCCCCCC=CCC1